C(#N)C1=CC(=C(C=N1)OC1=CC(=C2C(=N1)N(C=N2)C)NC(OC(C)(C)C)=O)C Tert-butyl N-(5-((6-cyano-4-methylpyridin-3-yl)oxy)-3-methyl-3H-imidazo[4,5-b]pyridin-7-yl)carbamate